NC1=CC=C(OC=2C=C(N)C=C(C2)OC2=CC=C(C=C2)N)C=C1 3,5-di(4-aminophenoxy)aniline